6-(((tert-butoxycarbonyl)amino)methyl)-2-methyl-1H-benzo[d]imidazole-4-carboxylic acid C(C)(C)(C)OC(=O)NCC=1C=C(C2=C(NC(=N2)C)C1)C(=O)O